C[C@@]12CC[C@@]3([C@H]4CC=C5[C@H]([C@@]4(CC[C@]3([C@@H]1CC(CC2)(C)C)C)C)CC[C@@H](C5(C)C)O)C The molecule is a pentacyclic triterpenoid that is picene which has been fully hydrogenated except for a double bond between the 4a and 5 positions and is substituted by methyl groups at the 4, 4, 6bbeta, 8abeta, 11, 11, 12balpha and 14bbeta positions, and by a hydroxy group at the 3beta position. It is a pentacyclic triterpenoid and a secondary alcohol.